N1=CC=NC2=CC(=CC=C12)NC(C(C[C@H]1OCCCC1)N1C(C=C(C(=C1)OC)C1=C(C=CC(=C1)Cl)C1=NOC=C1)=O)=O N-(quinoxalin-6-yl)-2-{4-[5-chloro-2-(1,2-oxazol-3-yl)phenyl]-5-methoxy-2-oxopyridin-1(2H)-yl}-3-[(2S)-tetrahydro-2H-pyran-2-yl]propionamide